2-((3R*,4R*)-4-((4-(ethyl(((1r,4R)-4-(trifluoromethyl)cyclohexyl)-methyl)amino)-7H-pyrrolo[2,3-d]pyrimidin-7-yl)methyl)-3,4-dihydroxypiperidin-1-yl)acetamide C(C)N(C=1C2=C(N=CN1)N(C=C2)C[C@]2([C@@H](CN(CC2)CC(=O)N)O)O)CC2CCC(CC2)C(F)(F)F |o1:13,14|